1,1,1,3,3,3-Hexafluoropropan-2-yl 2-(4-chloro-2-(tetrahydro-1H-furo[3,4-c]pyrrol-5(3H)-yl) benzyl)-2,8-diazaspiro[4.5]decane-8-carboxylate ClC1=CC(=C(CN2CC3(CC2)CCN(CC3)C(=O)OC(C(F)(F)F)C(F)(F)F)C=C1)N1CC3C(C1)COC3